3-(8-amino-2-methyl-4-oxo-quinazolin-3-yl)piperidine-2,6-dione NC=1C=CC=C2C(N(C(=NC12)C)C1C(NC(CC1)=O)=O)=O